N'-hydroxy-1,2,5-oxadiazole-3-formamidine ON=C(N)C1=NON=C1